1,1-Dimethylethyl {(3R)-1-[(1-methyl-2-{1-[(4-methylphenyl)methyl]-1H-indol-2-yl}-1H-benzimidazol-5-yl)carbonyl]-3-piperidinyl}carbamate CN1C(=NC2=C1C=CC(=C2)C(=O)N2C[C@@H](CCC2)NC(OC(C)(C)C)=O)C=2N(C1=CC=CC=C1C2)CC2=CC=C(C=C2)C